(vinyloxy)cyclohexylmethanol C(=C)OC(O)C1CCCCC1